N-(1-methyl-2-(oxazol-5-yl)-1H-pyrrolo[3,2-c]pyridin-6-yl)cyclopropanecarboxamide CN1C(=CC=2C=NC(=CC21)NC(=O)C2CC2)C2=CN=CO2